N-{2-[(4-{N-[(7S)-4-Fluorobicyclo[4.2.0]octa-1,3,5-trien-7-yl]-N'-hydroxycarbamimidoyl}-1,2,5-oxadiazol-3-yl)oxy]ethyl}propanamid FC1=CC=C2C[C@@H](C2=C1)NC(=NO)C=1C(=NON1)OCCNC(CC)=O